C1(CC1)N1C=NC2=C1C=CC(=C2)S(=O)(=O)N 1-cyclopropyl-benzimidazole-5-sulfonamide